BrC1=CC(=C(C(=C1)F)N=C(C)NC1CC1)F N'-(4-bromo-2,6-difluorophenyl)-N-cyclopropylacetamidine